ClC1=NC(=NC(=C1C)OC(COC)CC)C 4-chloro-6-((1-methoxybutan-2-yl)oxy)-2,5-dimethylpyrimidine